4-hydroxy-D-valine OCC([C@@H](N)C(=O)O)C